4,4'-(1-phenylethylidene)diphenol C1(=CC=CC=C1)C(C)(C1=CC=C(C=C1)O)C1=CC=C(C=C1)O